(2-methoxypyridin-4-yl)-3-methyl-1H-pyrrole-2-carboxylic acid ethyl ester C(C)OC(=O)C=1N(C=CC1C)C1=CC(=NC=C1)OC